N[C@@H](CO)[C@@H]1OC(O[C@@H]1CCCCC)(C)C (S)-2-amino-2-((4S,5R)-2,2-dimethyl-5-pentyl-1,3-dioxolan-4-yl)ethan-1-ol